FC=1C=C(OC2=CC=C(C=C2)C2CN(C2)C(=O)N2C[C@@H]3[C@@H](OCC(N3)=O)CC2)C=CC1 (4aR,8aS)-6-[3-[4-(3-fluorophenoxy)phenyl]azetidine-1-carbonyl]-4,4a,5,7,8,8a-hexahydropyrido[4,3-b][1,4]oxazin-3-one